C(C1=CC=CC=C1)OC=1C(=CC=C2C(=NN(C12)C)C=1C(=NC(=CC1)OCC1=CC=CC=C1)OCC1=CC=CC=C1)C=1CCN(CC1)C(=O)OC(C)(C)C tert-butyl 4-[7-benzyloxy-3-(2,6-dibenzyloxy-3-pyridyl)-1-methyl-indazol-6-yl]-3,6-dihydro-2H-pyridine-1-carboxylate